ClC=1C=C(C=CC1N1CCN(CC1)C1CCCCC1)C1(NN(C(=N1)N)C1=NC=CC2=CC=CC=C12)N 3-(3-chloro-4-(4-cyclohexylpiperazin-1-yl)phenyl)-1-(isoquinolin-1-yl)-1H-1,2,4-triazole-3,5-diamine